N,N'-tetramethylene-bis-maleimide C1(C=CC(N1CCCCN1C(C=CC1=O)=O)=O)=O